24-stigmastanol CC[C@](CC[C@@H](C)[C@H]1CC[C@H]2[C@@H]3CCC4CCCC[C@]4(C)[C@H]3CC[C@]12C)(C(C)C)O